butanediol 2,5-furandicarboxylate O1C(=CC=C1C(=O)O)C(=O)O.C(CCC)(O)O